[Mo].[Ni].[Si].[Cr] chromium-silicon-nickel-molybdenum